C(C1=CC=CC=C1)N1CCC2(CC1)N(CCC1=CC=CC=C12)C benzyl-2-methyl-3,4-dihydro-2H-spiro[isoquinoline-1,4'-piperidine]